rac-tert-butyl ((3R,5R)-5-((6-(1-methyl-1H-pyrazol-4-yl)pyrazolo[1,5-a]pyrazin-4-yl)oxy)tetrahydro-2H-pyran-3-yl)carbamate CN1N=CC(=C1)C=1N=C(C=2N(C1)N=CC2)O[C@@H]2C[C@H](COC2)NC(OC(C)(C)C)=O |r|